6-(1-(8-cyclobutyl-8-azabicyclo[3.2.1]octan-3-yl)piperidin-4-yl)-4-fluoro-1-methyl-2-(4-(methylsulfonyl)phenyl)-1H-benzo[d]imidazole C1(CCC1)N1C2CC(CC1CC2)N2CCC(CC2)C=2C=C(C1=C(N(C(=N1)C1=CC=C(C=C1)S(=O)(=O)C)C)C2)F